2-(phenylamino)ethane C1(=CC=CC=C1)NCC